2-methoxy-5-((2-methylpyridin-3-yl)methoxy)isonicotinaldehyde COC=1C=C(C=O)C(=CN1)OCC=1C(=NC=CC1)C